pyrazole-5-boronic acid N1N=CC=C1B(O)O